C(C=C)OC(=O)NC[C@H](CNC[C@@H](CNC(OC(C)(C)C)=O)O)O Tert-butyl N-[(2S)-3-[[(2S)-3-(allyloxycarbonylamino)-2-hydroxypropyl]amino]-2-hydroxy-propyl]carbamate